NC1=CC=C2C(=N1)CC[C@H]2NC([C@H](C)NC(=O)[C@H]2NCCC(=C2)C2=CC=C(C=C2)Cl)=O (S)-N-((S)-1-(((R)-2-amino-6,7-dihydro-5H-cyclopenta[b]pyridin-5-yl)amino)-1-oxopropan-2-yl)-4-(4-chlorophenyl)-1,2,5,6-tetrahydropyridine-2-carboxamide